C1(CC1)NC(C([C@H](CCC(C)(F)F)NC(=O)[C@H]1N(CC(C1)C1COC1)C([C@H](C(C)(C)C)NC(OC)=O)=O)=O)=O Methyl ((2S)-1-((2S)-2-(((S)-1-(cyclopropylamino)-6,6-difluoro-1,2-dioxoheptan-3-yl)carbamoyl)-4-(oxetan-3-yl)pyrrolidin-1-yl)-3,3-dimethyl-1-oxobutan-2-yl)carbamate